benzyl 4-((2S,3R)-2-allylazetidin-3-yl)piperazine-1-carboxylate C(C=C)[C@@H]1NC[C@H]1N1CCN(CC1)C(=O)OCC1=CC=CC=C1